Cl.CN[C@@H]1COC2=C1C=CC(=C2)N2C=NC(=C2)C(F)(F)F (S)-N-methyl-6-(4-(trifluoromethyl)-1H-imidazol-1-yl)-2,3-dihydrobenzofuran-3-amine hydrochloride